C(C)OCCN(CCC(C(=O)O)NC(=O)C=1N=C(OC1C(F)(F)F)C)CCCCC1=NC=2NCCCC2C=C1 4-[2-ethoxyethyl-[4-(5,6,7,8-tetrahydro-1,8-naphthyridin-2-yl)butyl]amino]-2-[[2-methyl-5-(trifluoromethyl)oxazole-4-carbonyl]amino]butanoic acid